2-[6-[2-(2-hydroxyethyl)morpholin-4-yl]pyridazin-3-yl]-3,5-dimethyl-phenol OCCC1CN(CCO1)C1=CC=C(N=N1)C1=C(C=C(C=C1C)C)O